C(CCCCCCCCCCCCC)C(CO)CCCCCCCC 2-tetradecyldecanol